C(C)OC(=O)C1(OC2=C(C1(O)Br)C=CC=C2)C bromo-3-hydroxy-2-methyl-2,3-dihydrobenzofuran-2-carboxylic acid ethyl ester